CC(C)(C(CC(C(C)(C)C)=O)=O)C 2,2,6,6-tetramethylheptane-3,5-dione